C[N+]1(CCN(CC1)C1=CC2=C(N=C(S2)CNC(=O)C2(CC3=CC=CC=C3C2)CC(=O)O)C=C1)C [2-[[6-(4,4-dimethylpiperazin-4-ium-1-yl)-1,3-benzothiazol-2-yl]methylcarbamoyl]indan-2-yl]acetic acid